N[C@@H]([C@@H](C(=O)N1[C@@H](CCC1)C(=O)OC)O)C1=CC2=C(C=CO2)C=C1 Methyl ((2S,3R)-3-amino-3-(benzofuran-6-yl)-2-hydroxypropanoyl)-L-prolinate